OC1(CCN(CC12CCCC2)C(CCC2COCC2)=O)CN2C=C(C(=CC2=O)C2=CC=CC=C2)C(=O)N(C)C 1-((10-Hydroxy-7-(3-(tetrahydrofuran-3-yl)propanoyl)-7-azaspiro[4.5]decan-10-yl)methyl)-N,N-dimethyl-6-oxo-4-phenyl-1,6-dihydropyridin-3-carboxamid